CC1=C(C=CC=C1)SOP(OSC1=C(C=CC=C1)C)(=O)C1=CC=CC=C1 phenyl-phosphonic acid di(2-methyl phenyl thio) ester